(R)-3-hydroxy-N,N-dimethyl-3-(naphthalen-2-yl)propanamide O[C@H](CC(=O)N(C)C)C1=CC2=CC=CC=C2C=C1